vinyl-N-vinylmaleimide C(=C)C=1C(=O)N(C(C1)=O)C=C